2-((2,2,2-trifluoroethyl)amino)pterin FC(CNC1(NC2=NC=CN=C2C(N1)=O)N)(F)F